FC1=C2C=C(NC2=CC=C1)C(=O)N1C[C@H]2[C@@](C1)(CCOC2)C(=O)N (3aR,7aR)-2-[(4-Fluoro-1H-indol-2-yl)carbonyl]hexahydropyrano[3,4-c]pyrrole-7a(1H)-carboxamide